((2-methyl-[1,1'-biphenyl]-3-yl)methoxy)-2,3-dihydro-1H-inden CC1=C(C=CC=C1COC1CCC2=CC=CC=C12)C1=CC=CC=C1